OC1=CC=C(CNC2=NC(=C3NC=NC3=N2)N)C=C1 2-(4-hydroxybenzylamino)-6-aminopurine